C(C=C)(=O)OCCCCCCCCCOC1=CC=C(C=C1)N=NC1=CC=C(C=C1)OCCCCCCCCCOC(C=C)=O 4,4'-Bis(9-(acryloyloxy)nonyloxy)azobenzene